FC(OC=1C=CC(=C(C1)N1C(C(C2=CC(=CC=C12)C(=O)NC1(CS(C1)(=O)=O)C)(C)C)=O)F)F 1-[5-(difluoromethoxy)-2-fluoro-phenyl]-3,3-dimethyl-N-(3-methyl-1,1-dioxo-thietan-3-yl)-2-oxo-indoline-5-carboxamide